C(C)(C)(C)OC(=O)N1CCC(CC1)N(CCOCCOCCC(OC(C)(C)C)=O)C(CCC)=O 13-(1-(tert-butoxycarbonyl)piperidin-4-yl)-2,2-dimethyl-4,14-dioxo-3,7,10-trioxa-13-azaheptadecane